4-fluoro-N-{phenyl[4-(propan-2-yl)phenyl]methyl}-1-[2-(pyridin-3-yloxy)propanoyl]pyrrolidine-2-carboxamide FC1CC(N(C1)C(C(C)OC=1C=NC=CC1)=O)C(=O)NC(C1=CC=C(C=C1)C(C)C)C1=CC=CC=C1